3-((2-chloro-4-fluorophenyl)amino)-4-(methyl((5-(5-(trifluoromethyl)-1,2,4-oxadiazol-3-yl)pyridin-2-yl)methyl)amino)cyclobut-3-ene-1,2-dione ClC1=C(C=CC(=C1)F)NC=1C(C(C1N(CC1=NC=C(C=C1)C1=NOC(=N1)C(F)(F)F)C)=O)=O